OC1=CC(=C2C(CC(OC2=C1CCC(=C)C)C1=CC=C(C=C1)O)=O)OC 7,4'-dihydroxy-5-methoxy-8-isopentenyl-dihydroflavone